(R)-2-(6-(4-fluorophenoxy)pyridin-3-yl)-4-((1-(hydroxymethyl)cyclopropyl)amino)-6,7-dihydrothieno[3,2-d]pyrimidine 5-oxide FC1=CC=C(OC2=CC=C(C=N2)C=2N=C(C3=C(N2)CC[S@]3=O)NC3(CC3)CO)C=C1